C(C)(C)NC1=NC=CC=C1C N-Isopropyl-3-methylpyridin-2-amine